2-oxo-7-azaspiro[3.5]nonane O=C1CC2(C1)CCNCC2